C(C1=CC=CC=C1)OC(=O)N1CCC(CC1)(O)CCC1CCN(CC1)C(=O)OC(C)(C)C 4-[2-(1-tert-butoxycarbonyl-4-piperidinyl)ethyl]-4-hydroxy-piperidine-1-carboxylic acid benzyl ester